ClC1=C(C=CC=C1)NC(C1=CC=C(C=C1)NC1=NC(=NC=C1F)NC1=CC=C(C=C1)C(NC1CCN(CC1)CC1CN(C1)C1=CC=C(C=C1)C1C(NC(CC1)=O)=O)=O)=O N-(2-chlorophenyl)-4-((2-((4-((1-((1-(4-(2,6-dioxopiperidin-3-yl)phenyl)azetidin-3-yl)methyl)piperidin-4-yl)carbamoyl)phenyl)amino)-5-fluoropyrimidin-4-yl)amino)benzamide